p-chlorophenyl-boronic acid ClC1=CC=C(C=C1)B(O)O